2-methyl-1,3-bis-hydroxymethyl-imidazolium CC=1N(C=C[N+]1CO)CO